COC([C@@H](NSC=1N=C(SC1)NC(=N)N)C)=O ((guanidino-4-thiazolyl)thio)alanine methyl ester